4-((2-(4-fluorophenyl)-4-(((methyl-d3)amino)methyl)-1H-pyrrol-1-yl)sulfonyl)benzonitrile FC1=CC=C(C=C1)C=1N(C=C(C1)CNC([2H])([2H])[2H])S(=O)(=O)C1=CC=C(C#N)C=C1